5-cyanofuran-2-carboxylic acid C(#N)C1=CC=C(O1)C(=O)O